C1(CC1)C1=C(N=CN1COCC[Si](C)(C)C)C1=CC=CC=C1 2-[(5-cyclopropyl-4-phenyl-imidazol-1-yl)methoxy]ethyl-trimethyl-silane